1-(difluoromethyl)-5-methyl-4-(4,4,5,5-tetramethyl-1,3,2-dioxaborolan-2-yl)-1H-pyrazole FC(N1N=CC(=C1C)B1OC(C(O1)(C)C)(C)C)F